C[C@@H]1CN(CCN1C=1C=CC=2N=CN=C(C2N1)NC1=CC(=C(C=C1)OC1=CC=2N(C=C1)N=CN2)C)C(C=C)=O 1-[(3R)-3-methyl-4-{4-[(3-methyl-4-{[1,2,4]triazolo[1,5-a]pyridin-7-yloxy}phenyl)amino]pyrido[3,2-d]pyrimidin-6-yl}piperazin-1-yl]prop-2-en-1-one